N1=CC(=CC=C1)CN1CCN(CC1)C(C1=CC=C(C=C1)NS(=O)(=O)C1=CNC2=NC=CC=C21)=O pyridin-3-ylmethyl-4-(4-(1H-pyrrolo[2,3-b]pyridine-3-sulfonylamino)benzoyl)piperazine